(7S)-5-(ethyl-d5)-4,7,8-trimethyl-2-((trans-3-(3,4,5-trifluorophenoxy)-cyclobutyl)amino)-7,8-dihydropteridin-6(5H)-one C(C([2H])([2H])[2H])(N1C=2C(=NC(=NC2N([C@H](C1=O)C)C)N[C@@H]1C[C@H](C1)OC1=CC(=C(C(=C1)F)F)F)C)([2H])[2H]